O=C1NC(CCC1N1C(C2=CC=C(C=C2C1=O)CN(C1CCN(CC1)C1=CC=C(C=C1)NC1=NC=C(C(=N1)NCC=1C=NC=CN1)C(F)(F)F)C)=O)=O 3-(((2-((4-(4-(((2-(2,6-dioxopiperidin-3-yl)-1,3-dioxoisoindoline-5-yl)methyl)(methyl)amino)piperidin-1-yl)phenyl)amino)-5-(trifluoromethyl)pyrimidin-4-yl)amino)methyl)pyrazine